CC=1OC2=C(N1)C=CC(=C2)C(=O)C2=CC(=NC=C2)N2CCNCC2 (2-methylbenzo[d]oxazol-6-yl)(2-(piperazin-1-yl)pyridin-4-yl)methanone